1-[6-[[6-(2-ethylphenyl)-5-[3-(2,2,2-trifluoroethoxy)phenyl]-2-pyridinyl]sulfamoyl]-2-pyridinyl]-3-methyl-piperidine-3-carboxylic acid C(C)C1=C(C=CC=C1)C1=C(C=CC(=N1)NS(=O)(=O)C1=CC=CC(=N1)N1CC(CCC1)(C(=O)O)C)C1=CC(=CC=C1)OCC(F)(F)F